2-(3,4-dihydroxyphenyl)-5-methyl-4,5-dihydrooxazole-4-carbohydrazide OC=1C=C(C=CC1O)C=1OC(C(N1)C(=O)NN)C